C1(CCCCCCCC1)SC1CCC(CC1)=O 4-(cyclononylthio)cyclohexanone